FC(CC)(F)C=1C=C(C=CC1)NC(=O)C=1[N+](=C(NC1C)C1=CC(=C(C=C1)OC)N1CCN(CC1)C)[O-] 4-((3-(1,1-difluoropropyl)phenyl)carbamoyl)-2-(4-methoxy-3-(4-methylpiperazin-1-yl)phenyl)-5-methyl-1H-imidazole 3-oxide